2-amino-N-{(3S,4R)-4-[(4-bromophenyl)methoxy]oxolan-3-yl}-5-(trifluoromethyl)pyridine-3-carboxamide NC1=NC=C(C=C1C(=O)N[C@H]1COC[C@@H]1OCC1=CC=C(C=C1)Br)C(F)(F)F